3,4-bis(o-chlorophenyl)-5-(3,4-dimethoxyphenyl)-diphenylbiimidazole ClC1=C(C=CC=C1)N1C(NC(=C1C1=C(C=CC=C1)Cl)C1=CC(=C(C=C1)OC)OC)=C1N=C(C(=N1)C1=CC=CC=C1)C1=CC=CC=C1